BrC1=CC(=C(COC2=CC=CC(=N2)C2CCN(CC2)C(=O)[O-])C=C1)C 4-(6-((4-bromo-2-methylbenzyl)oxy)pyridin-2-yl)piperidine-1-carboxylate